(Z)-5-(2-(1-(butylimino)ethyl)-5-chlorophenyl)-6-methoxy-2-(4-methoxybenzyl)pyridazin-3(2H)-one C(CCC)\N=C(\C)/C1=C(C=C(C=C1)Cl)C1=CC(N(N=C1OC)CC1=CC=C(C=C1)OC)=O